C(C)(=O)C=1C(=C(C(=C(C1)C)C#N)C1CN(C1)C(=O)OC(C)(C)C)OC tert-butyl 3-(3-acetyl-6-cyano-2-methoxy-5-methylphenyl)azetidine-1-carboxylate